IC=1C(NC(NC1)=O)=O 5-iodo-uracil